2'-Chloro-4'-(((S)-1-methylpyrrolidin-2-yl)methoxy)-4,5,5',6'-tetrahydro-2H-spiro[furan-3,8'-pyrano[3,4-b]pyridine] ClC1=CC(=C2C(=N1)C1(OCC2)COCC1)OC[C@H]1N(CCC1)C